6-(difluoromethoxy)-5-fluoropyridinecarboxylic acid methyl ester COC(=O)C1=NC(=C(C=C1)F)OC(F)F